trans-2-(benzothien-5-yl)cyclopropylamine S1C=CC2=C1C=CC(=C2)[C@H]2[C@@H](C2)N